1-methyl-4-nitro-3-(pyrrolidin-1-yl)-1H-pyrazole CN1N=C(C(=C1)[N+](=O)[O-])N1CCCC1